ClC1=CC(=C2C(=N1)C=C(O2)C2=NC=CC=C2)N2CCOCC2 5-chloro-7-morpholino-2-(pyridin-2-yl)furo[3,2-b]pyridine